[Cl-].[Cl-].C1(C=CC=2CCCCC12)[Hf+2]C1C=CC=2CCCCC12 bis(4,5,6,7-tetrahydro-1-indenyl)hafnium dichloride